(2s,4s)-2-(4-(4-phenoxyphenyl)piperidine-1-carbonyl)-7-oxa-5-azaspiro[3.4]octan-6-one O(C1=CC=CC=C1)C1=CC=C(C=C1)C1CCN(CC1)C(=O)C1CC2(C1)NC(OC2)=O